C1(CCCCC1)CN1CCC(CC1)NC1=NC(=NC2=CC(=C(C=C12)OC)OCCCN1CCCCC1)N1CCN(CCC1)C(C)C N-(1-(cyclohexylmethyl)piperidin-4-yl)-2-(4-isopropyl-1,4-diazepan-1-yl)-6-methoxy-7-(3-(piperidin-1-yl)propoxy)quinazolin-4-amine